The molecule is an ammonium ion that is a derivative of L-histidine having a 3-carboxy-3-(methylammonio)propyl group at the 2-position on the imidazole ring. It is a conjugate acid of a 2-[3-carboxylato-3-(methylammonio)propyl]-L-histidine dizwitterion. C[NH2+]C(CCC1=NC=C(N1)C[C@@H](C(=O)O)N)C(=O)O